5-(2-chloro-4-cyanophenyl)-6,7-dihydro-5H-pyrrolo[1,2-c]imidazole-5-carboxylic acid (4-methoxybenzyl)methylamide COC1=CC=C(CN(C(=O)C2(CCC=3N2C=NC3)C3=C(C=C(C=C3)C#N)Cl)C)C=C1